C1=CC(=CC=C1[N+](=O)[O-])SSC2=CC=C(C=C2)[N+](=O)[O-] 4,4-dinitrodiphenyl disulfide